(3-((6-amino-8-hydroxy-2-(2-hydroxyethoxy)-9H-purin-9-yl)methyl)benzyl)(methyl)phosphinic acid NC1=C2N=C(N(C2=NC(=N1)OCCO)CC=1C=C(CP(O)(=O)C)C=CC1)O